[NH4+].[NH4+].C(CCC)N1C=[N+](C=C1)C 1-butyl-3-methylimidazolium diammonium salt